BrC=1C=CC(=NC1)[C@@H](C(F)(F)F)N1C([C@H](CC1)NC(OC(C)(C)C)=O)=O tert-Butyl ((S)-1-((S)-1-(5-bromopyridin-2-yl)-2,2,2-trifluoroethyl)-2-oxopyrrolidin-3-yl)carbamate